CC1[N@](C1)P(OC(C)C)(OC(C)C)=O (S)-diisopropyl (2-methylaziridin-1-yl)phosphonate